C(C1=CC=CC=C1)N(C(C)=O)C1CCC(CC1)C[C@@H]1CC[C@@H](N1C(=O)OC(C)(C)C)C(=O)OC 1-(tert-butyl) 2-methyl (2R,5S)-5-(((1s,4R)-4-(N-benzylacetamido)cyclohexyl)methyl)pyrrolidine-1,2-dicarboxylate